((3R,5R)-3-amino-5-fluoropiperidin-1-yl)(2-(1-(cyclopropylmethyl)-6-(2-fluoro-3-hydroxyphenyl)-1H-pyrrolo[2,3-b]pyridin-2-yl)-4-fluoro-3-methylpyrazolo[1,5-a]pyridin-6-yl)methanone N[C@H]1CN(C[C@@H](C1)F)C(=O)C=1C=C(C=2N(C1)N=C(C2C)C2=CC=1C(=NC(=CC1)C1=C(C(=CC=C1)O)F)N2CC2CC2)F